C(C)(=O)NC1CCC(CC1)C(=O)OC methyl (1s,4s)-4-acetamidocyclohexane-1-carboxylate